Acetoacetylglycerin C(CC(=O)C)(=O)C(O)C(O)CO